2-[methyl-pyrazol-3-yl]3-vinyl-indazole CC=1C(=NNC1)N1N=C2C=CC=CC2=C1C=C